[Si](C1=CC=CC=C1)(C1=CC=CC=C1)(C(C)(C)C)OC1(CN(CCOC1)C1=NC(=NC(=N1)Cl)Cl)C 6-((tert-butyldiphenylsilyl)oxy)-4-(4,6-dichloro-1,3,5-triazin-2-yl)-6-methyl-1,4-oxazepane